OC(C)C=1C=CC=C(C1O)O 6-(1-hydroxyethyl)benzene-1,2-diol